phenyl 3-((3R,4S)-4-(benzoyloxy)-1-(benzylsulfonyl)-3-((methyl(methyl-d3)amino)methyl)piperidin-4-yl)benzoate C(C1=CC=CC=C1)(=O)O[C@@]1([C@@H](CN(CC1)S(=O)(=O)CC1=CC=CC=C1)CN(C([2H])([2H])[2H])C)C=1C=C(C(=O)OC2=CC=CC=C2)C=CC1